(S)-2-(6-(5-(Hydroxymethyl)-6,7-dihydro-5H-pyrrolo[2,1-c][1,2,4]triazol-3-yl)Pyridin-2-yl)-6-(isopropyl(methyl)amino)-4-((methylamino)methyl)-2,3-dihydro-1H-pyrrolo[3,4-c]pyridine OC[C@@H]1CCC2=NN=C(N21)C2=CC=CC(=N2)N2CC=1C(=NC(=CC1C2)N(C)C(C)C)CNC